NC=1C=2N(C=CN1)C(=NC2C2=CC=C(C=C2)C(NC2=NC=CC=C2)=O)[C@@H]2C[C@@H]1[C@H](N2C(=O)OCC2=CC=CC=C2)COC1 benzyl (2S,3aR,6aS)-2-(8-amino-1-(4-(pyridin-2-ylcarbamoyl)phenyl)imidazo[1,5-a]pyrazin-3-yl)hexahydro-1H-furo[3,4-b]pyrrole-1-carboxylate